2-(4-Chloro-2-fluorophenyl)-N-(2,4-dichlorobenzoyl)hydrazinecarboxamide ClC1=CC(=C(C=C1)NNC(=O)NC(C1=C(C=C(C=C1)Cl)Cl)=O)F